5-{6-[3-(tert-butylamino)pyrrolidin-1-yl]-1,5-naphthyridin-2-yl}-2,7-dimethylindazol-6-ol hydrochloride Cl.C(C)(C)(C)NC1CN(CC1)C=1N=C2C=CC(=NC2=CC1)C1=CC2=CN(N=C2C(=C1O)C)C